BrC1=CC=2N(C3=CC=CC=C3C2C=C1)C1=NC=CC(=C1)C 2-bromo-9-(4-methylpyridin-2-yl)-9H-carbazole